C[C@@]12CC[C@@H]3[C@@]([C@H]1CC=C4[C@]2(CC[C@@]5([C@H]4CC(CC5)(C)C)C(=O)O)C)(C[C@H]([C@@H](C3(C)C)O)O)C 2α,3β-dihydroxy-olean-12-en-28-oic acid